O(C1=CC=CC=C1)C1=CC=C(C=C1)C[C@H](COC[C@@H](CC1=CC=C(C=C1)OC1=CC=CC=C1)OC1=NC=CC=C1)OC1=NC=CC=C1 |r| 4-phenoxyphenyl-(RS)-[2-(2-pyridyloxy) propyl] ether